8-(2-(1H-imidazol-1-yl)ethoxy)-5-isopropylisoquinolin N1(C=NC=C1)CCOC=1C=CC(=C2C=CN=CC12)C(C)C